C(C1=CC=CC=C1)SC1=NN(N=C1)CCC 4-(benzylthio)-2-propyl-2H-1,2,3-triazole